3-((2,5-dimethylphenyl)(methyl)carbamoyl)bicyclo[1.1.1]pentan-1-yl (1-(4-(2,6-dioxopiperidin-3-yl)-3,5-difluorophenyl)azetidin-3-yl)carbamate O=C1NC(CCC1C1=C(C=C(C=C1F)N1CC(C1)NC(OC12CC(C1)(C2)C(N(C)C2=C(C=CC(=C2)C)C)=O)=O)F)=O